6-chloro-4,4-dimethyl-2H-spiro[isoquinoline-1,3'-oxetan]-3(4H)-one ClC=1C=C2C(C(NC3(COC3)C2=CC1)=O)(C)C